[(1S)-2-[2-[2-[4-[5-[tert-butyl(dimethyl)silyl]oxy-1-tetrahydropyran-2-yl-indazol-3-yl]triazol-2-yl] ethoxy]ethoxy]-1-methyl-ethyl]methanesulfonate [Si](C)(C)(C(C)(C)C)OC=1C=C2C(=NN(C2=CC1)C1OCCCC1)C1=NN(N=C1)CCOCCOC[C@H](C)CS(=O)(=O)[O-]